N-(4-((2-(1,1-difluoroethyl)-6-(6-methoxypyridin-3-yl)pyrimidin-4-yl)amino)-5-methoxypyridin-2-yl)acetamide FC(C)(F)C1=NC(=CC(=N1)NC1=CC(=NC=C1OC)NC(C)=O)C=1C=NC(=CC1)OC